Methyl-α-D-glucopyranose C[C@@]1(O)[C@H](O)[C@@H](O)[C@H](O)[C@H](O1)CO